1-[4-chloro-3-(3-methoxypropoxy)phenyl]-3,3-dimethyl-butan-2-amine ClC1=C(C=C(C=C1)CC(C(C)(C)C)N)OCCCOC